(R)-6-(Fluoromethyl)-2-(4-fluorophenyl)-3-(1H-pyrazolo[3,4-b]pyridin-4-yl)-6,7-dihydro-4H-pyrazolo[5,1-c][1,4]oxazine FC[C@H]1CN2C(CO1)=C(C(=N2)C2=CC=C(C=C2)F)C2=C1C(=NC=C2)NN=C1